Bromo-4-(chloromethyl)-8-(difluoromethoxy)phthalazin-1(2H)-one BrN1C(C2=C(C=CC=C2C(=N1)CCl)OC(F)F)=O